N-(3-(3,4-dihydroisoquinolin-2(1H)-yl)-4-hydroxycyclopentyl)-6-(oxetan-3-ylamino)-pyrimidine-4-carboxamide C1N(CCC2=CC=CC=C12)C1CC(CC1O)NC(=O)C1=NC=NC(=C1)NC1COC1